2-bromo-6-((trimethylsilyl)ethynyl)pyrazine BrC1=NC(=CN=C1)C#C[Si](C)(C)C